COCC=1N=C(SC1COC)C 4,5-di(methoxymethyl)-2-methyl-1,3-thiazole